tert-butyl 2-(2-(2-(2-(4-(2-(2-(((5r,8r)-4-hydroxy-3-mesityl-2-oxo-1-oxaspiro[4.5]dec-3-en-8-yl)oxy)ethoxy)ethyl)piperazin-1-yl)ethoxy)ethoxy)ethoxy)acetate OC1=C(C(OC12CCC(CC2)OCCOCCN2CCN(CC2)CCOCCOCCOCC(=O)OC(C)(C)C)=O)C2=C(C=C(C=C2C)C)C